O1CCOC2=C1C=CC(=C2)CN(CCC(=O)NO)CC2=CC1=C(OCCO1)C=C2 3-[bis(2,3-dihydro-1,4-benzodioxin-6-ylmethyl)amino]propanehydroxamic acid